C1=CC=CC=2C(C3=C(C=CC21)C=CC=C3)=C3N(CCCC3)CCCCC=3N=NNN3 dibenzo[a,d]cyclohepten-5-ylidene-1-[4-(2H-tetrazol-5-yl)-butyl]-piperidine